2,4-dichloro-3-fluoro-8-methoxy-quinoline ClC1=NC2=C(C=CC=C2C(=C1F)Cl)OC